C(C)(C)(C)C=1C=C(C=C(C1O)C(C)(C)C)CCC(=O)OCC(COC(CCC1=CC(=C(C(=C1)C(C)(C)C)O)C(C)(C)C)=O)(COC(CCC1=CC(=C(C(=C1)C(C)(C)C)O)C(C)(C)C)=O)COC(CCC1=CC(=C(C(=C1)C(C)(C)C)O)C(C)(C)C)=O Pentaerythritol tetrakis-[3-(3,5-di-t-butyl-4-hydroxyphenyl)propionate]